1-(hex-5-en-1-yl)-2-oxocyclopentane-1-carboxylic acid ethyl ester C(C)OC(=O)C1(C(CCC1)=O)CCCCC=C